4-(((3-(diethylamino)propoxy)carbonyl)oxy)docosa-13,16-dien-1-yl-2,2-bis(heptyloxy)acetate C(C)N(CCCOC(=O)OC(CCCOC(C(OCCCCCCC)OCCCCCCC)=O)CCCCCCCCC=CCC=CCCCCC)CC